N1(N=CC=C1)C1=CC=CC(=N1)C=O (6-pyrazol-1-yl-2-pyridyl)methanone